ClC=1C=C(C=CC1)[C@@H](C)[C@@H](O)C1=CC=C(C=C1)Cl (2R,3R)-2-(3-chlorophenyl)-3-(4-chlorophenyl)-3-hydroxypropane